OC(=O)C(F)(F)F.C1(CCCCC1)C(=O)OCOS(=O)(=O)ON1[C@@H]2CC[C@H](N(C1=O)C2)C(NOCCN)=O ((((((1R,2S,5R)-2-((2-aminoethoxy) carbamoyl)-7-oxo-1,6-diazabicyclo[3.2.1]oct-6-yl) oxy) sulfonyl) oxy) methyl) cyclohexanecarboxylate TFA salt